CCCCCCO methyl-Amyl alcohol